C(C)OC(=O)C=1N=C(SC1)N(CCC)C=1C=C(C=CC1C)C1=C(C=C(C=C1F)S(=O)(=O)N1CCN(CC1)C)F.COC1=C(C=C(C(=C1)C)OC)CC(CC)N 1-(2,5-dimethoxy-4-methylphenyl)-2-aminobutane Ethyl-2-((2',6'-difluoro-4-methyl-4'-((4-methylpiperazin-1-yl)sulfonyl)-[1,1'-biphenyl]-3-yl)(propyl)amino)thiazole-4-carboxylate